C1(CC1)C=1N=NN(C1)[C@@H](C(=O)N1[C@@H](C[C@H](C1)O)C(=O)NC(CC1=NC=CC=C1)C1=CC(=C(C=C1)Cl)Cl)C(C)(C)C (2S,4R)-1-[(2R)-2-(4-cyclopropyltriazol-1-yl)-3,3-dimethyl-butanoyl]-N-[1-(3,4-dichlorophenyl)-2-(2-pyridyl)ethyl]-4-hydroxy-pyrrolidine-2-carboxamide